oxo-1',3',4',7'-tetrahydrospiro[azetidine-3,2'-pyrrolo[3',2':5,6]pyrido[3,4-b]pyrazine]-1-carboxylic acid tert-butyl ester C(C)(C)(C)OC(=O)N1CC2(NC3=C(NC2=O)C=NC2=C3C=CN2)C1